2,9-diazaspiro[5.5]Undecane-9-carboxylate C1NCCCC12CCN(CC2)C(=O)[O-]